ClC=1C=C(OC2=C3C=CC(=CC3=CC=C2)S(=O)(=O)NC)C=CC1Cl 5-(3,4-dichlorophenoxy)-N-methylnaphthalene-2-sulfonamide